S1C=NC2=C1C=CC(=C2)C(=O)N2CC=1C(CC2)=C(N(N1)C)C1=CC=CC=C1 benzo[d]thiazol-5-yl-(2-methyl-3-phenyl-2,4,5,7-tetrahydro-6H-pyrazolo[3,4-c]pyridin-6-yl)methanone